C1(CC1)[C@H](C(C)(C)O)N1C(C2=C(C=CC(=C2C1)O)C1=CC=C(C=C1)C=1C=NN(C1)C)=O (R)-2-(1-cyclopropyl-2-hydroxy-2-methylpropyl)-4-hydroxy-7-(4-(1-methyl-1H-pyrazol-4-yl)phenyl)isoindolin-1-one